ClC1=CC=C(CC2=NC=CC(=C2)N2N=CC=3C(NCCC32)=O)C=C1 1-(2-(4-chlorobenzyl)pyridin-4-yl)-1,5,6,7-tetrahydro-4H-pyrazolo[4,3-c]pyridin-4-one